CN(C([C@H](C)OC1=CC=C2C(=CC(NC2=C1)=O)C1=C(C=CC=C1)C)=O)C (S)-N,N-dimethyl-2-((2-oxo-4-(o-tolyl)-1,2-dihydroquinolin-7-yl)oxy)propanamide